6-(((1r,4r)-4-(2-oxa-6-azaspiro[3.3]heptan-6-yl)cyclohexyl)amino)-7-bromo-1-(2,2,2-trifluoroethyl)-1H-benzo[d]imidazole-2-carbonitrile C1OCC12CN(C2)C2CCC(CC2)NC=2C=CC1=C(N(C(=N1)C#N)CC(F)(F)F)C2Br